C12(CC3CC(CC(C1)C3)C2)CN2N=CC(=C2C)C2=C(C=3N(C=C2)C(=CN3)NC3=NN(C=C3C(NC=3SC2=C(N3)C=CC=C2)=O)C)C(=O)OC methyl 7-(1-(adamantan-1-ylmethyl)-5-methyl-1H-pyrazol-4-yl)-3-((4-(benzo[d]thiazol-2-ylcarbamoyl)-1-methyl-1H-pyrazol-3-yl)amino)imidazo[1,2-a]pyridine-8-carboxylate